COC1CN(C1)CCC1=NN(C(C=C1C)=O)[C@H](C(=O)O)CC(C)C (S)-2-(3-(2-(3-methoxyazetidin-1-yl)ethyl)-4-methyl-6-oxopyridazin-1(6H)-yl)-4-methylpentanoic acid